N-(4-trifluoromethoxyphenyl)-5-chlorosalicylamide FC(OC1=CC=C(C=C1)NC(C=1C(O)=CC=C(C1)Cl)=O)(F)F